NC(C)C=1C(=NC=CN1)N1N=CN(C1=O)CC(F)(F)F 2-[3-(1-aminoethyl)pyrazin-2-yl]-4-(2,2,2-trifluoroethyl)-1,2,4-triazol-3-one